5-[1-(2-methoxyethyl)-4-(2-methylphenyl)-1H-pyrrol-2-yl]-1-(propan-2-yl)-1H-1,2,3-benzotriazole COCCN1C(=CC(=C1)C1=C(C=CC=C1)C)C1=CC2=C(N(N=N2)C(C)C)C=C1